(4-benzoxazol-2-yl-phenyl)-(4-phenanthren-9-yl-phenyl)-amine O1C(=NC2=C1C=CC=C2)C2=CC=C(C=C2)NC2=CC=C(C=C2)C=2C1=CC=CC=C1C=1C=CC=CC1C2